7-[5,6-Dimethyl-3-(1-{[1-(trifluoromethyl)cyclopropyl]methyl}-1H-pyrazol-4-yl)pyridin-2-yl]imidazo[1,2-a]pyridin CC=1C=C(C(=NC1C)C1=CC=2N(C=C1)C=CN2)C=2C=NN(C2)CC2(CC2)C(F)(F)F